N-(1-(azetidine-1-carbonyl)-2-((6-(cyclopropylethynyl)pyridin-2-yl)methyl)pyrrolidin-3-yl)ethanesulfonamide N1(CCC1)C(=O)N1C(C(CC1)NS(=O)(=O)CC)CC1=NC(=CC=C1)C#CC1CC1